COC(=O)C=1N=C(SC1C1CCC1)N 2-amino-5-cyclobutylthiazole-4-carboxylic acid methyl ester